2-(3-(4,4,5,5-tetramethyl-1,3,2-dioxaborolan-2-yl)phenyl)acetonitrile CC1(OB(OC1(C)C)C=1C=C(C=CC1)CC#N)C